5-[4-Amino-5-(trifluoromethyl)pyrrolo[2,1-f][1,2,4]triazin-7-yl]-N-[(3R,4S)-4-fluoro-1-(3-fluoropyridin-2-carbonyl)pyrrolidin-3-yl]-2-methylbenzamid NC1=NC=NN2C1=C(C=C2C=2C=CC(=C(C(=O)N[C@@H]1CN(C[C@@H]1F)C(=O)C1=NC=CC=C1F)C2)C)C(F)(F)F